2-methylthioethylamine CSCCN